NC1=NC=2C=NC(=CC2C2=C1COC2)C(=O)N2[C@H](COCCC2)C2=CC=C(C=C2)C(F)(F)F (4-amino-1,3-dihydrofuro[3,4-c][1,7]naphthyridin-8-yl)((3S)-3-(4-(trifluoromethyl)phenyl)-1,4-oxaazepan-4-yl)methanone